N12CCCC2CCC1 1-aza-bicyclo(3.3.0)octane